2-[(4-{5-[(2-chloro-4-methylphenoxy)methyl]furan-2-carbonyl}piperazin-1-yl)methyl]-1-{[(2S)-oxetan-2-yl]methyl}-1H-1,3-benzodiazole-6-carboxylic acid ClC1=C(OCC2=CC=C(O2)C(=O)N2CCN(CC2)CC2=NC3=C(N2C[C@H]2OCC2)C=C(C=C3)C(=O)O)C=CC(=C1)C